C(C1=CC=CC=C1)OC1=C(C=CC2=CC=CC=C12)C1=NNC(=C1)C1=COC=C1 3-(1-(benzyloxy)naphthalen-2-yl)-5-(furan-3-yl)-1H-pyrazole